FC(C(F)F)(F)OCC ethyl 1,1,2,2-tetrafluoroethyl ether